CNC(OCCO)=O 2-hydroxyethyl N-methylcarbamate